tert-butyl 4-(2-(6-fluoro-1H-indol-3-yl)acetamido)-3-methylpiperidine-1-carboxylate FC1=CC=C2C(=CNC2=C1)CC(=O)NC1C(CN(CC1)C(=O)OC(C)(C)C)C